ClC1=C(C=C(C=C1)[N+](=O)[O-])CS(=O)C 1-chloro-2-((methylsulfinyl)methyl)-4-nitrobenzene